N-(2-(((2-bromopyridin-4-yl)amino)methyl)-6-cyclopropylimidazo[1,2-a]pyridin-8-yl)-N-methylmethanesulfonamide BrC1=NC=CC(=C1)NCC=1N=C2N(C=C(C=C2N(S(=O)(=O)C)C)C2CC2)C1